5-amino-N-(2,4-dimethoxybenzyl)-2-[3-(trifluoromethyl)-1,2,4-oxadiazol-5-yl]benzenesulfonamide NC=1C=CC(=C(C1)S(=O)(=O)NCC1=C(C=C(C=C1)OC)OC)C1=NC(=NO1)C(F)(F)F